2-(6-(4-cyclopropyl-4H-1,2,4-triazol-3-yl)pyridin-2-yl)-6-(6-methoxypyridin-3-yl)isoindolin-1-one C1(CC1)N1C(=NN=C1)C1=CC=CC(=N1)N1C(C2=CC(=CC=C2C1)C=1C=NC(=CC1)OC)=O